Tin-silver-copper [Cu].[Ag].[Sn]